((R)-3-(4-Chlorophenyl)pyrrolidin-1-yl)(2-fluoro-4-((R)-2-hydroxy-3-(2H-tetrazol-2-yl)propoxy)phenyl)methanon ClC1=CC=C(C=C1)[C@@H]1CN(CC1)C(=O)C1=C(C=C(C=C1)OC[C@@H](CN1N=CN=N1)O)F